(S)-4-(7-fluoroimidazo[1,2-a]pyridin-3-yl)-7-((5-(3-hydroxy-3-(methoxymeth-yl)piperidin-1-yl)pyridin-2-yl)amino)isoindolin-1-one FC1=CC=2N(C=C1)C(=CN2)C2=C1CNC(C1=C(C=C2)NC2=NC=C(C=C2)N2C[C@@](CCC2)(COC)O)=O